O.N[C@@H](CS(=O)(O)=O)C(=O)O l-cysteic acid monohydrate